5-((1-(4-(4-(Dimethylamino)-2-methylpyrrolidin-1-yl)phenyl)-1H-imidazol-4-yl)amino)pyrazine-2-carbonitrile CN(C1CC(N(C1)C1=CC=C(C=C1)N1C=NC(=C1)NC=1N=CC(=NC1)C#N)C)C